N'-((3-(1-hydroxyethyl)-1,2,3,5,6,7-hexahydro-s-indacen-4-yl)carbamoyl)-6,7-dihydro-5H-pyrazolo[5,1-b][1,3]oxazine-3-sulfonimidamide OC(C)C1CCC2=CC=3CCCC3C(=C12)NC(=O)N=S(=O)(N)C=1C=NN2C1OCCC2